FC1(CC(C1)CNC(C1=CC=C(C=C1)C#CC1=CC=CC=C1)=O)F N-((3,3-difluorocyclobutyl)methyl)-4-(phenylethynyl)benzamide